gentisyl alcohol C(C=1C(O)=CC=C(O)C1)O